COCCN(C=1N=C(C2=C(N1)C(=NC(=N2)N(CCOC)CCOC)N(CC2=CC(=CC=C2)OC(F)(F)F)C)N2CC(N(CC2)C)=O)CCOC 4-(2,6-bis(bis(2-methoxyethyl)amino)-8-(methyl(3-(trifluoromethoxy)benzyl)amino)pyrimido[5,4-d]pyrimidin-4-yl)-1-methylpiperazin-2-one